(R)-N-(2-methylimidazo[1,2-a]pyridin-6-yl)-4-(3-methylpiperazin-1-yl)-2,3-dihydro-1H-pyrrolo[2,3-b]pyridine-1-carboxamide CC=1N=C2N(C=C(C=C2)NC(=O)N2CCC=3C2=NC=CC3N3C[C@H](NCC3)C)C1